5-fluoro-2-[1-(2-fluorobenzyl)-5-(1,2-oxazol-3-yl)-1H-pyrazol-3-yl]pyrimidin-4-ol FC=1C(=NC(=NC1)C1=NN(C(=C1)C1=NOC=C1)CC1=C(C=CC=C1)F)O